(6R,7S)-6-amino-7-hydroxyoctanoic acid N[C@H](CCCCC(=O)O)[C@H](C)O